ClC1=C(C=CC=C1)C1(CCC1)C(/C=C/[C@H]1[C@@H](C[C@H]2[C@@H]1CCC1=C(O2)C=C(C=C1)C(=O)O)O)O (1R,2R,3aS,10aR)-1-{(1E,3ξ)-3-[1-(2-chlorophenyl)cyclobutyl]-3-hydroxy-1-propen-1-yl}-2-hydroxy-2,3,3a,9,10,10a-hexahydro-1H-benzo[b]cyclopenta[f]oxepin-6-carboxylic acid